thiopropanesulfonic acid C(CC)S(=O)(=S)O